N[C@H](CC(=O)O)CC1=CC=C(C=C1)Br (S)-β-amino-4-(4-bromophenyl)-butyric acid